2-(2,4-difluorophenyl)-4-methoxyisoindol-1-one FC1=C(C=CC(=C1)F)N1C(C2=CC=CC(=C2C1)OC)=O